ClC=1C=C2C[C@](C(C2=CC1)=O)(C(=O)OC)O methyl (S)-5-chloro-2-hydroxy-1-oxo-2,3-dihydro-1H-indene-2-carboxylate